1-Butylpyrimidinium C(CCC)[N+]1=CN=CC=C1